2-(2,4-dioxotetrahydropyrimidin-1(2H)-yl)-5-((4-(5-(5-methyl-5H-pyrido[4,3-b]indol-7-yl)-3-(trifluoromethyl)pyridin-2-yl)piperazin-1-yl)methyl)isoindoline-1,3-dione O=C1N(CCC(N1)=O)N1C(C2=CC=C(C=C2C1=O)CN1CCN(CC1)C1=NC=C(C=C1C(F)(F)F)C=1C=CC=2C3=C(N(C2C1)C)C=CN=C3)=O